C[C@H]1N(CCC(C1)C1=C(C=NN1C1COC1)C)C(=O)OC(C)(C)C tert-butyl (2R)-2-methyl-4-(4-methyl-1-(oxetan-3-yl)-1H-pyrazol-5-yl)piperidine-1-carboxylate